C(C)OC(CC1=C(C=CC=C1C#N)O[C@@H]1CCC2=CC=C(C=C12)Br)=O (R)-2-(2-((6-bromo-2,3-dihydro-1H-inden-1-yl)oxy)-6-cyanophenyl)acetic acid ethyl ester